ClC1=NC=2N(C=3C1=CN(C(C3)=O)C3CCOCC3)N=CC2 5-chloro-7-(tetrahydro-2H-pyran-4-yl)pyrazolo[1,5-a]pyrido[3,4-e]pyrimidin-8(7H)-one